C1(CC1)N(CCC(C(=O)O)NC(C(C)C1=CC=CC=C1)=O)CCCCC1=NC=2NCCCC2C=C1 4-[cyclopropyl-[4-(5,6,7,8-tetrahydro-1,8-naphthyridin-2-yl)butyl]amino]-2-[[2-phenylpropanoyl]amino]butanoic acid